2-(2-(2-(4-(6,8-dichloro-2-methyl-1,2,3,4-tetrahydroisoquinolin-4-yl)phenylsulfonamido)acetamido)acetamido)acetic acid ClC=1C=C2C(CN(CC2=C(C1)Cl)C)C1=CC=C(C=C1)S(=O)(=O)NCC(=O)NCC(=O)NCC(=O)O